[Br-].C(C=C)[N@@+](C1=CC=CC=C1)(C)C1CCCCC1 (S)-N-allyl-N-cyclohexyl-N-methylbenzenaminium bromide